ClC1=C2C(C(NC2=C(C=C1)Cl)=O)(CC(=O)C1=CC=C(C=C1)NC)O 4,7-dichloro-3-hydroxy-3-[2-[4-(methylamino)phenyl]-2-oxoethyl]-1H-indol-2-one